2-(3,3-difluoropyrrolidin-1-yl)-N-(3-fluoro-4-(piperidin-1-yl)phenyl)-5-methyloxazole-4-carboxamide FC1(CN(CC1)C=1OC(=C(N1)C(=O)NC1=CC(=C(C=C1)N1CCCCC1)F)C)F